6-amino-4-chloro-N-[(3S)-tetrahydrofuran-3-yl]pyridine-2-carboxamide NC1=CC(=CC(=N1)C(=O)N[C@@H]1COCC1)Cl